C1(CC1)C1=CC(=CC(=N1)C=1OC2=C(N1)C=C(C=C2C)CN([C@H]2[C@H](CCC2)O)C)C2=C(C=C(C=C2)F)C2=NN=CN2C (1S,2R)-2-(((2-(6-Cyclopropyl-4-(4-fluoro-2-(4-methyl-4H-1,2,4-triazol-3-yl)phenyl)pyridin-2-yl)-7-methylbenzo[d]oxazol-5-yl)methyl)(methyl)amino)cyclopentan-1-ol